ClC1=NC=CC2=C1N=C(N=C2)SC 8-chloro-2-(methylthio)pyrido[5,4-d]pyrimidine